NC=1C=CC(=C(C(=O)OC)C1)Br methyl 5-amino-2-bromo-benzoate